3,4,5-trifluorobenzene-1,2-diamine FC1=C(C(=CC(=C1F)F)N)N